β-Hydroxyethylbenzol OCCC1=CC=CC=C1